C(C1=CC=CC=C1)N1CC2(C(C2C1)CO)C=1C=NC=CC1 (3-benzyl-1-(pyridin-3-yl)-3-azabicyclo[3.1.0]hexane-6-yl)methanol